4,5,6-tris(benzyloxy)cyclohexan-1-ol C(C1=CC=CC=C1)OC1CCC(C(C1OCC1=CC=CC=C1)OCC1=CC=CC=C1)O